BrC1=C(C(=C(C=2C=3C4=C(C=C5C=CC6=CC=CC(C21)=C6C53)C=CC=C4)O)O)Br dibromodibenzopyrenediol